D-N-methyl-4-carboxyphenylalanine CN[C@H](CC1=CC=C(C=C1)C(=O)O)C(=O)O